O=C1C2(CC(C2)NCC2=CN=C3N(C2=O)C=CC=C3)CCN1 3-[[(5-oxo-6-azaspiro[3.4]octan-2-yl)amino]methyl]pyrido[1,2-a]pyrimidin-4-one